FC1(CCC(CC1)COC1=C(C=CC=C1)CNC(=O)C=1C(=NC(=C(C1)C=1C=CC=2N(N1)C=C(N2)NC(C)=O)C)OC)F N-({2-[(4,4-difluorocyclohexyl)methoxy]phenyl}methyl)-5-{2-acetamidoimidazo[1,2-b]pyridazin-6-yl}-2-methoxy-6-methylpyridine-3-carboxamide